benzyl ((1R)-1-((2R,3S,5R)-5-azido-3-(benzyloxy)-6-hydroxytetrahydro-2H-pyran-2-yl)ethyl)(benzyl)carbamate N(=[N+]=[N-])[C@@H]1C[C@@H]([C@H](OC1O)[C@@H](C)N(C(OCC1=CC=CC=C1)=O)CC1=CC=CC=C1)OCC1=CC=CC=C1